CN1CC2(C1)CC(C2)C=2SC1=C(N2)C=C(C=C1)[C@@H]1NC[C@H](CC1)C 2-(2-methyl-2-azaspiro[3.3]heptan-6-yl)-5-((2R,5S)-5-methylpiperidin-2-yl)benzo[d]thiazole